N-ethyl-2-({2-[3-(trifluoromethoxy)phenyl][1,2,4]triazolo[1,5-c]quinazolin-5-yl}amino)butanamide C(C)NC(C(CC)NC1=NC=2C=CC=CC2C=2N1N=C(N2)C2=CC(=CC=C2)OC(F)(F)F)=O